3-phenethylthiazole-2(3H)-imine C(CC1=CC=CC=C1)N1C(SC=C1)=N